C(CCCCCCCCCC(C)C)OC(C(CC(=O)OCCCCCCCCCCC(C)C)S(=O)(=O)O)=O sulfosuccinic acid di(isotridecyl) ester